C(C)(C)(C)NS(=O)(=O)C1=CC(=C(C(=O)NC2=CC=C3CCN(C3=C2)S(=O)(=O)C)C=C1)N1CCC2(CC2)CC1 4-(N-(tert-butyl)sulfamoyl)-N-(1-(methylsulfonyl)indolin-6-yl)-2-(6-azaspiro[2.5]octan-6-yl)benzamide